CSC1=CC=C(CNC(=O)[C@@H]2CN(CCC2)C=2C3=C(N=CN2)OC(=C3)C3=CC=C(C=C3)C(F)(F)F)C=C1 (S)-N-(4-(methylthio)benzyl)-1-(6-(4-(trifluoromethyl)phenyl)furo[2,3-d]pyrimidin-4-yl)piperidine-3-carboxamide